1-(4-(2-(4-(Dimethylamino)phenyl)-1-methyl-1H-benzo[d]imidazol-6-yl)benzyl)-N,N-dimethylpiperidin-4-amin CN(C1=CC=C(C=C1)C1=NC2=C(N1C)C=C(C=C2)C2=CC=C(CN1CCC(CC1)N(C)C)C=C2)C